BrC=1C=C(C(=NC1Cl)C#N)\N=C/N(C)C (Z)-N'-(5-bromo-6-chloro-2-cyanopyridin-3-yl)-N,N-dimethylformimidamide